C(C)OC(=O)[C@@H]1NCC[C@H](C1)C (2R,4R)-4-methyl-2-piperidinecarboxylic acid ethyl ester